NCC=1C=CC(N(C1)C)=O 5-(aminomethyl)-1-methyl-pyridin-2-one